bis(tert-butylsulfonyl)diazomethane C(C)(C)(C)S(=O)(=O)C(=[N+]=[N-])S(=O)(=O)C(C)(C)C